(1R,5S)-2-(hydroxymethyl)-3,8-diazabicyclo[3.2.1]octane OCC1[C@H]2CC[C@@H](CN1)N2